Tert-butyl 3-[5-[4-[6-chloro-4-(trifluoromethyl)-2-pyridyl]piperazin-1-yl]sulfonylindoline-1-carbonyl]-6,7-dihydro-4H-pyrazolo[1,5-a]pyrazine-5-carboxylate ClC1=CC(=CC(=N1)N1CCN(CC1)S(=O)(=O)C=1C=C2CCN(C2=CC1)C(=O)C=1C=NN2C1CN(CC2)C(=O)OC(C)(C)C)C(F)(F)F